N(=C=O)C=1C(=C(C=CC1)N=C=O)N=C=O triisocyanatobenzol